C(C)NCC1=NN=C(O1)C=1C(=NC=CC1)NC1=CC=C(C=C1)C(F)(F)F 3-[5-(ethylaminomethyl)-1,3,4-oxadiazol-2-yl]-N-[4-(trifluoromethyl)phenyl]pyridin-2-amine